ClC1=C(C(=CC=C1)F)C=1C=2N(C(=NC1C)N1CCC3([C@@H]([C@@H](OC3)C)N)CC1)C=CN2 (3S,4S)-8-(8-(2-chloro-6-fluorophenyl)-7-methylimidazo[1,2-c]pyrimidin-5-yl)-3-methyl-2-oxa-8-azaspiro[4.5]decan-4-amine